ethyl 3-chloro-5-[(7S)-4'-chloro-2-methylsulfanyl-spiro[5,8-dihydropyrano[4,3-d]pyrimidine-7,1'-indane]-4-yl]-4,6,7,8-tetrahydropyrazolo[1,5-a][1,4]diazepine-2-carboxylate ClC=1C(=NN2C1CN(CCC2)C=2C1=C(N=C(N2)SC)C[C@]2(CCC3=C(C=CC=C23)Cl)OC1)C(=O)OCC